6-((1H-pyrazolo[3,4-b]pyridin-5-yl)methyl)-N-(3-(tert-butyl)isoxazol-5-yl)-4,5,6,7-tetrahydrothieno[2,3-c]pyridine-3-carboxamide N1N=CC=2C1=NC=C(C2)CN2CC1=C(CC2)C(=CS1)C(=O)NC1=CC(=NO1)C(C)(C)C